trimethylolheptane C(O)C(CCCCCC)(CO)CO